ClC1=CC=C(C=C1)CC(=O)C1(NCC(C1)OC)C(=O)N 2-(4-chlorophenylacetyl)-4-methoxypyrrolidine-2-carboxamide